Cl.FC(CC1=CC2=C(N=CN=C2N[C@H]2C[C@@H](CC2)N)S1)(F)F (1R,3R)-N1-[6-(2,2,2-trifluoroethyl)thieno[2,3-d]pyrimidin-4-yl]cyclopentane-1,3-diamine hydrochloride